7-mercaptofluorene SC1=CC=C2C=3C=CC=CC3CC2=C1